(1S,3R,4S)-2-((3-chlorophenyl)-L-leucyl)-N-((S)-1-cyano-2-((R)-2-oxopyrrolidin-3-yl)ethyl)-5,5-difluoro-2-azabicyclo[2.2.2]octane-3-carboxamide ClC=1C=C(C=CC1)N[C@@H](CC(C)C)C(=O)N1[C@@H]2CC([C@H]([C@@H]1C(=O)N[C@@H](C[C@@H]1C(NCC1)=O)C#N)CC2)(F)F